FC=1C=C2C(=C(N(C2=CC1)C1=CC(=C(C=C1)F)C)C(C)C)C1=NC=NO1 5-[5-fluoro-1-(4-fluoro-3-methyl-phenyl)-2-isopropyl-indol-3-yl]-1,2,4-oxadiazole